N1(CCN(CC1)C(=S)[S-])C(=S)[S-] piperazine-1,4-dicarbodithioate